COS(=O)(=O)[O-].OCC[NH2+]C hydroxyethyl-methylammonium methyl-sulfate